2-(((2R,3S,4R,5R)-5-(6-amino-2-chloro-9H-purin-9-yl)-3,4-dihydroxytetrahydrofuran-2-yl)methoxy)-3-(2'-(methoxycarbonyl)-[1,1'-biphenyl]-4-yl)-2-phenylpropanoic acid NC1=C2N=CN(C2=NC(=N1)Cl)[C@H]1[C@@H]([C@@H]([C@H](O1)COC(C(=O)O)(CC1=CC=C(C=C1)C1=C(C=CC=C1)C(=O)OC)C1=CC=CC=C1)O)O